(R)-N-(2-cyclopropylpyrimidin-5-yl)-1-((3-methoxypyridin-2-yl)methyl)piperidine-2-carboxamide C1(CC1)C1=NC=C(C=N1)NC(=O)[C@@H]1N(CCCC1)CC1=NC=CC=C1OC